(-)-2-{(3S*,4R*)-4-(6-fluoro-2,3-dihydro-benzofuran-5-yl)-3-[3-(4-fluoro-phenyl)ureido]-2-oxopyrrolidin-1-yl}acetic acid FC1=CC2=C(CCO2)C=C1[C@H]1[C@@H](C(N(C1)CC(=O)O)=O)NC(=O)NC1=CC=C(C=C1)F |o1:10,11|